Potassium pyridine N1=CC=CC=C1.[K]